FC1(CCN(CCC1)C1=NC2=CC=CC=C2C=C1C(=O)NC1=CC(=NC=C1)S(=O)(=N)C)F 2-(4,4-difluoroazepan-1-yl)-N-(2-(S-methylsulfonimidoyl)pyridin-4-yl)quinoline-3-carboxamide